(R,E)-3-(4-chlorophenyl)-4-phenyl-N-(2-sulfamoylethyl)-N'-((4-(trifluoromethyl)phenyl)sulfonyl)-4,5-dihydro-1H-pyrazole-1-carboximidamide ClC1=CC=C(C=C1)C1=NN(C[C@H]1C1=CC=CC=C1)/C(/NCCS(N)(=O)=O)=N/S(=O)(=O)C1=CC=C(C=C1)C(F)(F)F